C1(=CC=CC=C1)CC(C)SC(C1=CC=C(C=C1)Cl)=S phenylprop-2-yl-4-chlorodithiobenzoate